(5-amino-2-((3-methylpyridin-2-yl)methoxy)-8-(pyrimidin-4-yl)-[1,2,4]triazolo[1,5-c]pyrimidin-7-yl)benzonitrile NC1=NC(=C(C=2N1N=C(N2)OCC2=NC=CC=C2C)C2=NC=NC=C2)C2=C(C#N)C=CC=C2